C(C)P(C(CCC)CCCC)C(CCC)CCCC ethyl-di-(4-octyl)phosphine